ethyl hydrogen ((6-cyano-2-((3-sulfamoylpropyl)amino)quinazolin-7-yl)difluoromethyl)phosphonate C(#N)C=1C=C2C=NC(=NC2=CC1C(F)(F)P(OCC)(O)=O)NCCCS(N)(=O)=O